diethyl phenylmalonate sodium salt [Na].C1(=CC=CC=C1)C(C(=O)OCC)C(=O)OCC